OC=1C=C(C=CC1)N1C(NC=2C=C3C=NN(C3=CC21)C)=O 7-(3-hydroxyphenyl)-1-methyl-5,7-dihydroimidazo[4,5-f]indazol-6(1H)-one